C(C)(C)(C)OC(NCC(C#CCC(C)C)=O)=O N-(6-methyl-2-oxohept-3-yn-1-yl)carbamic acid tert-butyl ester